bismuth silicon germanium carbon [C].[Ge].[Si].[Bi]